(E)-1-(3-(4-(4-amino-7-methyl-5-(4-((6-methylpyridin-2-yl)oxy)phenyl)-7H-pyrrolo[2,3-d]pyrimidin-6-yl)-1H-pyrazol-1-yl)pyrrolidin-1-yl)but-2-en-1-one NC=1C2=C(N=CN1)N(C(=C2C2=CC=C(C=C2)OC2=NC(=CC=C2)C)C=2C=NN(C2)C2CN(CC2)C(\C=C\C)=O)C